S1N=C(C2=C1C=CC=C2)N2CCN(CC2)CCCOC=2C=C1CCC(N3C1=C(C2)CC3)=O 8-(3-(4-(benzo[d]isothiazol-3-yl)piperazin-1-yl)propoxy)-5,6-dihydro-1H-pyrrolo[3,2,1-ij]quinolin-4(2H)-one